FC(C=1N=C(NC1)C1CCN(CC1)C(=O)OC(C)(C)C)(F)F tert-butyl 4-[4-(trifluoromethyl)-1H-imidazol-2-yl]piperidine-1-carboxylate